5-chloro-3-fluoro-2-bromopyridine ClC=1C=C(C(=NC1)Br)F